ethyl 4-amino-3-((bis(4-methoxybenzyl)amino)methyl)-3-((trimethylsilyl)oxy)butanoate NCC(CC(=O)OCC)(O[Si](C)(C)C)CN(CC1=CC=C(C=C1)OC)CC1=CC=C(C=C1)OC